palladium dichloride dichloride [Pd](Cl)(Cl)(Cl)Cl